FC1=CC(=CC2=C1OCCO2)[C@H]([C@@H](CN2CCCC2)NC(=O)[C@@H]2CN(CC2)C2=CC1=CC=C(C=C1C=C2)F)O (S)-N-((1R,2R)-1-(8-fluoro-2,3-dihydrobenzo[b][1,4]dioxin-6-yl)-1-hydroxy-3-(pyrrolidin-1-yl)propan-2-yl)-1-(6-fluoronaphthalen-2-yl)pyrrolidine-3-carboxamide